4-(4-(6-(((1R,2R,3S,5S)-2-fluoro-8-methyl-8-azabicyclo[3.2.1]octan-3-yl)(methyl)amino)pyridazin-3-yl)-3-hydroxyphenyl)-1-methyl-1,3,5-triazin-2(1H)-one F[C@@H]1[C@H]2CC[C@@H](C[C@@H]1N(C1=CC=C(N=N1)C1=C(C=C(C=C1)C1=NC(N(C=N1)C)=O)O)C)N2C